OCCONC(=O)C1=CSC2=NC=CC=C21 N-(2-hydroxyethoxy)thieno[2,3-b]pyridine-3-carboxamide